BrC1=NN(C(=C1)Br)C1CCC(CC1)C(F)(F)F 3,5-dibromo-1-(4-(trifluoromethyl)cyclohexyl)-1H-pyrazole